phenoxydimethylphosphine tert-butyl-(S)-(4-(5-(4-chlorophenyl)-1,3,4-oxadiazol-2-yl)-4-(1,3-dioxoisoindolin-2-yl)butyl)carbamate C(C)(C)(C)N(C(O)=O)CCC[C@H](N1C(C2=CC=CC=C2C1=O)=O)C=1OC(=NN1)C1=CC=C(C=C1)Cl.O(C1=CC=CC=C1)P(C)C